5-(4-Fluoro-2-methylphenyl)-4-hydroxy-N-[4-[(7-methoxy-1,5-naphthyridin-4-yl)oxy]phenyl]-6-methylpyridine-3-carboxamide FC1=CC(=C(C=C1)C=1C(=C(C=NC1C)C(=O)NC1=CC=C(C=C1)OC1=CC=NC2=CC(=CN=C12)OC)O)C